C(#N)C1=C(C(=CC=C1)F)N=CN(C)C N'-(2-cyano-6-fluorophenyl)-N,N-dimethylformamidine